6-(4-cyclopropyl-6-methoxypyrimidin-5-yl)-1-methyl-1,8-dihydropyrazolo[4',3':4,5]pyrrolo[2,3-d]pyrimidine C1(CC1)C1=NC=NC(=C1C1=NC=C2C(=N1)NC1=C2C=NN1C)OC